NC1=CC=C(C=N1)/C=C/C(=O)NCC=1OC2=C(C1)C=C(C=C2Cl)C2=CC=C(C=C2)C(=O)N2C[C@@H](CC2)F (R,E)-3-(6-Aminopyridin-3-yl)-N-((7-chloro-5-(4-(3-fluoropyrrolidine-1-carbonyl)phenyl)benzofuran-2-yl)methyl)acrylamide